O1NC(C=C1)=O 3(2H)-isoxazolone